NC1CCC(CC1)N1C[C@@H]2N(O[C@@H](C(N2[C@H](C1=O)CC(C)C)=O)CC(C)C)C(\C=C\C1=NC=CC=C1)=O (3R,6S,9aS)-8-(4-aminocyclohexyl)-3,6-diisobutyl-1-((E)-3-(pyridin-2-yl)acryloyl)tetrahydropyrazino[2,1-c][1,2,4]oxadiazine-4,7(3H,6H)-dione